(2s,4r)-2-[(1-methylindazol-5-yl)methylcarbamoyl]-4-(p-tolylmethyl)pyrrolidine-1-carboxylic acid tert-butyl ester C(C)(C)(C)OC(=O)N1[C@@H](C[C@H](C1)CC1=CC=C(C=C1)C)C(NCC=1C=C2C=NN(C2=CC1)C)=O